4,4'-methylenebis[2-[(2,4-dihydroxy-3-methylphenyl)methyl]-3,6-dimethylphenol] C(C1=C(C(=C(C(=C1)C)O)CC1=C(C(=C(C=C1)O)C)O)C)C1=C(C(=C(C(=C1)C)O)CC1=C(C(=C(C=C1)O)C)O)C